CC1=NNC(=C1N1C(C2=CC=C(C=C2CC1)OC(F)(F)F)=O)C 2-(3,5-dimethyl-1H-pyrazol-4-yl)-6-(trifluoromethoxy)-3,4-dihydroisoquinolin-1-one